OCCN1CCNCC1 N-β-hydroxyethyl-piperazine